Cl.CC1=NC(=CC(=C1)C=1NC2=CC(=CC=C2C1C)C=1C=CC(=NC1)N1C[C@@H](CC1)N)C (R)-1-(5-(2-(2,6-dimethylpyridin-4-yl)-3-methyl-1H-indol-6-yl)pyridin-2-yl)pyrrolidin-3-amine hydrochloride